ClC1=CC(=C2C(=N1)N(C=N2)S(=O)(=O)C)N2C(COCC2)C 4-(5-chloro-3-(methylsulfonyl)-3H-imidazo[4,5-b]pyridin-7-yl)-3-methylmorpholine